ClC1=C(C=C(C=C1)NC(=O)NC1=CC=CC=2OC(OC21)(F)F)C(F)(F)F 1-(4-chloro-3-(trifluoromethyl)phenyl)-3-(2,2-difluorobenzo[d][1,3]dioxol-4-yl)urea